3-(2-(tert-butyl)-1H-indol-1-yl)isobenzofuran-1(3H)-one C(C)(C)(C)C=1N(C2=CC=CC=C2C1)C1OC(C2=CC=CC=C12)=O